2-(2-(3,3,5-trimethylcyclohexyl)acetyl)cyclopentanone CC1(CC(CC(C1)C)CC(=O)C1C(CCC1)=O)C